ClC=1C=C(C=NC1)N(S(=O)(=O)C)CC=1SC(=CN1)C=1OC(=NN1)C(F)F N-(5-chloropyridin-3-yl)-N-((5-(5-(difluoromethyl)-1,3,4-oxadiazol-2-yl)thiazol-2-yl)methyl)methanesulfonamide